C(CCCCCC)N1C(=[N+](C=C1)C)C 1-heptyl-2,3-dimethylimidazolium